ClC1=C(C=CC(=C1)C)C1=CC2=C(N(C=N2)CCOC)C(=C1)C(=O)OC methyl 5-(2-chloro-4-methylphenyl)-1-(2-methoxyethyl)-1H-benzo[d]imidazole-7-carboxylate